2-(6-amino-5-ethynyl-pyridazin-3-yl)phenol NC1=C(C=C(N=N1)C1=C(C=CC=C1)O)C#C